CN1C(=NN=C1)CO (4-methyl-4H-1,2,4-triazol-3-yl)methanol